The molecule is a nucleoside monophosphate analogue that is 2'-deoxyuridine-5'-monophosphate in which the hydrogen at position 5 on the uracil ring is replaced by a carboxy group. It has a role as a Mycoplasma genitalium metabolite. It is a nucleoside monophosphate analogue, an aromatic carboxylic acid and a pyrimidine 2'-deoxyribonucleoside 5'-monophosphate. It derives from a dUMP. C1[C@@H]([C@H](O[C@H]1N2C=C(C(=O)NC2=O)C(=O)O)COP(=O)(O)O)O